C1(CC1)C1=CC(=NN1)NC1=NC(=NC=C1)N1CC(CC1)C1(CC1)OC N-(5-Cyclopropyl-1H-pyrazol-3-yl)-2-[3-(1-methoxycyclopropyl)pyrrolidin-1-yl]pyrimidin-4-amine